6-bromo-3-(bromomethyl)benzofuran-2-carboxylic acid ethyl ester C(C)OC(=O)C=1OC2=C(C1CBr)C=CC(=C2)Br